5-methyl-7,8-dihydro-pteridin-6(5H)-one CN1C=2C=NC=NC2NCC1=O